P-(4-(5-(chlorodifluoromethyl)-1,2,4-oxadiazol-3-yl)-2-fluorobenzyl)-N-ethyl-P-methylphosphinic amide ClC(C1=NC(=NO1)C1=CC(=C(CP(NCC)(=O)C)C=C1)F)(F)F